S1C(=NC2=C1C=CC=C2)C(=O)[C@H](CCCNC(=N)N)NC([C@H](CCC(C)C)NC([C@H](CC2=CN=CN2COCC2=CC=CC=C2)NC(C)=O)=O)=O N-[(S)-1-[(1,3-benzothiazol-2-yl)carbonyl]-4-guanidinobutyl](S)-2-[(S)-2-acetylamino-3-{1-[(benzyloxy)methyl]-5-imidazolyl}propionylamino]-5-methylhexanamide